O1N=CN=C1C1CCC(CC1)NC1=NC=C2N=C(N(C2=N1)C1CCC(CC1)C(=O)N)NC1=C(C=C(C=C1F)C#N)Cl (1s,4s)-4-(2-(4-(1,2,4-oxadiazol-5-yl)cyclohexylamino)-8-(2-chloro-4-cyano-6-fluorophenylamino)-9H-purin-9-yl)cyclohexanecarboxamide